C(C)OC(=O)C1=NN(C2=CC=CC(=C2C1=O)C#N)C=1C=NC(=C(C1)C)OC 5-cyano-1-(6-methoxy-5-methyl-3-pyridinyl)-4-oxo-cinnoline-3-carboxylic acid ethyl ester